chloro-N-(2,5-dichloro-4-(4-(4-methylpiperazin-1-yl)piperidin-1-yl)phenyl)-4-(1-(ethylsulfo)-1H-indol-3-yl)pyrimidin-2-amine ClC=1C(=NC(=NC1)NC1=C(C=C(C(=C1)Cl)N1CCC(CC1)N1CCN(CC1)C)Cl)C1=CN(C2=CC=CC=C12)S(=O)(=O)OCC